ON=C(C1=CC=CC=C1)NC1=CC=C(C=C1)C N'-hydroxy-N-(p-tolyl)benzamidine